COC=1C=C2C(=CNC2=CC1)C[C@@H]1N(CCC1)C(CCCCCCC\C=C/C\C=C/CCCCC)=O (9Z,12Z)-1-((R)-2-((5-Methoxy-1H-indol-3-yl)methyl)pyrrolidin-1-yl)octadeca-9,12-dien-1-one